CN(C=1C2=C(N=C(N1)C1=CC=NC=C1)C=NC=C2)[C@H](C(F)(F)F)C n-methyl-2-(pyridin-4-yl)-N-[(2S)-1,1,1-trifluoroprop-2-yl]pyrido[3,4-d]pyrimidin-4-amine